tetrahydropyrrolium acetate C(C)(=O)[O-].[NH2+]1CCCC1